1-(2-(2-(2-methoxyethoxy)phenyl)-2H-pyrazolo[4,3-c]pyridin-6-yl)-N,N-dimethylazetidine-3-sulfonamide COCCOC1=C(C=CC=C1)N1N=C2C(C=NC(=C2)N2CC(C2)S(=O)(=O)N(C)C)=C1